CN1CCN(CC1)CC1=CC=CC=N1 6-((4-methyl-piperazin-1-yl)methyl)pyridin